CN1N=NC(=C1)C1=NC=C(C=N1)C(F)(F)F 3-methyl-5-[5-(trifluoromethyl)pyrimidin-2-yl]triazol